NC(C=C1CC2(CNC3=NC=C(C(=C32)Cl)C=3C(=C(C(=O)N(C)C)C(=CC3)NC(C(F)(F)F)=O)F)CC1)=O 3-(3-(2-Amino-2-oxoethylidene)-4'-chloro-1',2'-dihydrospiro[cyclopentane-1,3'-pyrrolo[2,3-b]pyridin]-5'-yl)-2-fluoro-N,N-dimethyl-6-(2,2,2-trifluoroacetamido)benzamide